5-(((1r,3r)-3-(4-(2-(4-((2-(1,3,4-oxadiazol-2-yl)pyrimidin-4-yl)Methoxy)phenyl)propan-2-yl)phenoxy)cyclobutyl)amino)-2-(2,6-dioxopiperidin-3-yl)isoindoline O1C(=NN=C1)C1=NC=CC(=N1)COC1=CC=C(C=C1)C(C)(C)C1=CC=C(OC2CC(C2)NC=2C=C3CN(CC3=CC2)C2C(NC(CC2)=O)=O)C=C1